3-phenyl-2-(p-toluenesulfonyl)propanal C1(=CC=CC=C1)CC(C=O)S(=O)(=O)C1=CC=C(C)C=C1